C1(CCCCC1)CNC(=O)[C@H]1NC(CC1)=O (S)-N-cyclohexylmethyl-5-oxo-pyrrolidine-2-carboxamide